N-(aniline-2-yl)-N-[2,6-di(phenyl-d5)phenyl]amine NC1=C(C=CC=C1)NC1=C(C=CC=C1C1=C(C(=C(C(=C1[2H])[2H])[2H])[2H])[2H])C1=C(C(=C(C(=C1[2H])[2H])[2H])[2H])[2H]